N-(2-((2-(dimethylamino)ethyl)(methyl)amino)-4-methoxy-5-((5-methyl-4-((2-(propylsulfonamido)phenyl)amino)pyrimidin-2-yl)amino)phenyl)acrylamide CN(CCN(C1=C(C=C(C(=C1)OC)NC1=NC=C(C(=N1)NC1=C(C=CC=C1)NS(=O)(=O)CCC)C)NC(C=C)=O)C)C